O[C@H](CCC(=O)OC(C)(C)C)C Tert-Butyl (4S)-4-hydroxypentanoate